7-((2r,4s)-4-((2,3-dihydrobenzo[b][1,4]dioxin-6-yl)oxy)-2-methylpiperidin-1-yl)-8-methyl-4H-pyrimido[1,2-b]pyridazin-4-one O1C2=C(OCC1)C=C(C=C2)O[C@@H]2C[C@H](N(CC2)C=2C(=CC=1N(N2)C(C=CN1)=O)C)C